(2S,3S)-3-(benzyl((S)-1-phenylethyl)amino)-6,6-difluoro-2-hydroxyheptanoic acid C(C1=CC=CC=C1)N([C@H]([C@@H](C(=O)O)O)CCC(C)(F)F)[C@@H](C)C1=CC=CC=C1